C1(CC1)C=1C=C(OC=2C=NC=C(C2C(=O)NCC(F)C2=C(C=C(C=C2)Cl)Cl)C)C=CC1 3-(3-cyclopropyl-phenoxy)-N-[2-(2,4-dichlorophenyl)-2-fluoro-ethyl]-5-methyl-pyridine-4-carboxamide